C(C)(C)S(=O)(=O)Cl isopropanesulfonyl chloride